tert-Butyl (E)-3-(5-bromopyrazin-2-yl)acrylate BrC=1N=CC(=NC1)/C=C/C(=O)OC(C)(C)C